2-benzyl-2-azaspiro[3.3]heptan-6-yl 7-[5-(trifluoromethyl)pyrimidin-2-yl]-3-oxa-7,9-diazabicyclo[3.3.1]nonane-9-carboxylate FC(C=1C=NC(=NC1)N1CC2COCC(C1)N2C(=O)OC2CC1(CN(C1)CC1=CC=CC=C1)C2)(F)F